cyano-N-(4'-(2-(4-(ethylsulfonyl)phenyl)acetamido)-2'-methyl-[1,1'-biphenyl]-2-yl)cyclopropane-1-carboxamide C(#N)C1(CC1)C(=O)NC1=C(C=CC=C1)C1=C(C=C(C=C1)NC(CC1=CC=C(C=C1)S(=O)(=O)CC)=O)C